FC(CN1N=CC=2C=NC(=C(C21)OC)N)(C)F 1-(2,2-Difluoropropyl)-7-methoxy-1H-pyrazolo[4,3-c]pyridin-6-amine